OC[C@@H]1C(N[C@@H](C(N1)=O)C)=O (3R,6R)-3-(hydroxymethyl)-6-methylpiperazine-2,5-dione